tert-butyl 9-hydroxy-3-oxa-7-azabicyclo[3.3.1]Nonane-7-carboxylate OC1C2COCC1CN(C2)C(=O)OC(C)(C)C